Cl.C(C)(C)O Isopropyl alcohol Hydrochloride